C(C)OC(=O)C=1OC=CC1C1=C(C=C(C=C1[N+](=O)[O-])C(=O)OC)F 3-(2-fluoro-4-(methoxycarbonyl)-6-nitrophenyl)furan-2-carboxylic acid ethyl ester